C(CCCCCCCCC)C1=CC=C(C=C1)[I+]C1=CC=C(C=C1)CCCCCCCCCCCCCC (4-decylphenyl)(4-tetradecylphenyl)iodonium